n-octyl-1H-benzo[D]imidazole-2-carboxamide C(CCCCCCC)N1C(=NC2=C1C=CC=C2)C(=O)N